CC1=CC(=CC=C1)C1(CC1)C(F)(F)F 1-methyl-3-[1-(trifluoromethyl)cyclopropyl]benzene